3-(2-Methoxy-phenyl)-2-{2-[4-(4-methyl-piperazin-1-yl)-phenylamino]-pyrimidin-4-yl}-thiazolo[3,2-a]pyrimidin-5-one COC1=C(C=CC=C1)C1=C(SC=2N1C(C=CN2)=O)C2=NC(=NC=C2)NC2=CC=C(C=C2)N2CCN(CC2)C